dicarboxyfuranate C(=O)(O)C=1C(=C(OC1)C(=O)[O-])C(=O)O